The molecule is a serine derivative that is L-serine with a methyl group replacing the hydrogen on the hydroxy side chain. It has a role as a metabolite. It is a L-serine derivative and a non-proteinogenic L-alpha-amino acid. COC[C@@H](C(=O)O)N